(2E)-3-(3-fluoro-1H-indazol-6-yl)-N-(6-methoxy-2,4-dimethylpyridin-3-yl)prop-2-enamide FC1=NNC2=CC(=CC=C12)/C=C/C(=O)NC=1C(=NC(=CC1C)OC)C